C(C)(C)(C)OC(=O)N1CCN(CC1)C1=NC=C(C=C1)OC1=NC(=CC(=C1)CO)C1=CC(=CC(=C1)F)Br 4-(5-((6-(3-bromo-5-fluorophenyl)-4-(hydroxymethyl)pyridin-2-yl)oxy)pyridin-2-yl)piperazine-1-carboxylic acid tert-butyl ester